ethyl 5-((2-(2-((tert-butoxycarbonyl)amino)ethoxy)-5-fluorobenzyl)(propyl)amino)pyrazolo[1,5-a]pyrimidine-3-carboxylate C(C)(C)(C)OC(=O)NCCOC1=C(CN(C2=NC=3N(C=C2)N=CC3C(=O)OCC)CCC)C=C(C=C1)F